C(C)OC(C1=C(C(=C(C=C1)O)C)C)=O 2,3-dimethyl-4-hydroxybenzoic acid ethyl ester